tert-butyl 4-[4-({4-[4-(morpholin-4-yl)-7-{[2-(trimethylsilyl)ethoxy]methyl}-7H-pyrrolo[2,3-d]pyrimidin-6-yl]phenyl}carbamoyl)piperazin-1-yl]piperidine-1-carboxylate N1(CCOCC1)C=1C2=C(N=CN1)N(C(=C2)C2=CC=C(C=C2)NC(=O)N2CCN(CC2)C2CCN(CC2)C(=O)OC(C)(C)C)COCC[Si](C)(C)C